NC1=C(C=2C(=NC=C(C2S1)F)C=1C2=C(C=3C=NC(=NC3C1F)N1C[C@@H](CC1)N1CCN(CC1)CCO)COC2)C#N 2-Amino-7-fluoro-4-(5-fluoro-3-((R)-3-(4-(2-hydroxyethyl)piperazin-1-yl)pyrrolidin-1-yl)-7,9-dihydrofuro[3,4-f]quinazolin-6-yl)thieno[3,2-c]pyridine-3-carbonitrile